1-isoquinolinecarbonitrile C1(=NC=CC2=CC=CC=C12)C#N